CC(CC#N)(C)N1N=CC(=C1)C1=NC=NC=C1 3-methyl-3-(4-(pyrimidine-4-yl)-1H-pyrazol-1-yl)Butyronitrile